OCC(=O)[C@H](O)[C@H](O)[C@H](O)C(=O)O psicuronic acid